C(C)(=O)OCC[C@@H](C)OC(C)=O (R)-1,3-butanediol diacetate